OC1C2C(CN1C(=O)[O-])COC2 4-hydroxytetrahydro-1H-furo[3,4-c]pyrrole-5(3H)-carboxylate